C(C)(C)(C)OC1=CC=C(C=C1)C1=CN=C2N1C=C(C(=C2)C)C2=CC=C(C=C2)OC(C)C 3-(4-(tert-butoxy)phenyl)-6-(4-isopropoxyphenyl)-7-methylimidazo[1,2-a]pyridine